FC1=C(N=CC2=C1N=C(N=C2SC)OCC21CCCN1CCC2)C2=CC=CC1=CC=CC(=C21)F 8-fluoro-7-(8-fluoronaphthalen-1-yl)-4-(methylthio)-2-((tetrahydro-1H-pyrrolizin-7a(5H)-yl)methoxy)pyrido[4,3-d]pyrimidine